C1(=CC=CC=C1)C(CC)NC(=O)C=1C=C2C=CN(C2=CC1)CC1=C(C=CC=C1C(=O)O)C1=CC=CC=C1 ((5-((1-phenylpropyl)carbamoyl)-1H-indol-1-yl)methyl)-[1,1'-biphenyl]-3-carboxylic Acid